OCC(ON)(C)C (2-hydroxy-1,1-dimethyl-ethoxy)-amine